7-((3,7-dimethylocta-1,6-dien-3-yl)oxy)-7-oxoheptanoic acid CC(C=C)(CCC=C(C)C)OC(CCCCCC(=O)O)=O